6-Chloro-2-(3,4-dimethoxybenzyl)-1,2-dihydro-3H-indazol-3-one ClC1=CC=C2C(N(NC2=C1)CC1=CC(=C(C=C1)OC)OC)=O